4-(5-(2,6-dimethylphenoxy)-1-methyl-2-oxo-1,2-dihydropyridin-4-yl)-6-methyl-2-(1-(trifluoromethyl)-1H-pyrazol-4-yl)-1,6-dihydro-7H-pyrrolo[2,3-c]pyridin CC1=C(OC=2C(=CC(N(C2)C)=O)C=2C3=C(CN(C2)C)NC(=C3)C=3C=NN(C3)C(F)(F)F)C(=CC=C1)C